(1S,3S)-(Z)-3-amino(2,2,2-trifluoroethylidene)cyclopentanecarboxylic acid N[C@@H]1\C(\[C@H](CC1)C(=O)O)=C/C(F)(F)F